Methyl 1-trityl-1H-1,2,4-triazole-3-carboxylate C(C1=CC=CC=C1)(C1=CC=CC=C1)(C1=CC=CC=C1)N1N=C(N=C1)C(=O)OC